CN(CCCN)C=1C=NN2C1C=CC(=C2)C=2C=NN(C2)C N1-methyl-N1-(6-(1-methyl-1H-pyrazol-4-yl)pyrazolo[1,5-a]pyridin-3-yl)propane-1,3-diamine